Tetra-t-Butoxytitanium C(C)(C)(C)O[Ti](OC(C)(C)C)(OC(C)(C)C)OC(C)(C)C